FC1=CC=C(CN(C(=O)O[C@H]2\C=C/C[C@@H]3[C@]([C@@H]3CC2)(C(=O)O)C(=O)OC)C)C=C1 (1S,5R,8R,9R,Z)-5-(((4-fluorobenzyl)(methyl)carbamoyl)oxy)-9-(methoxycarbonyl)bicyclo[6.1.0]non-3-ene-9-carboxylic acid